rac-(1S,2S)-N-(6-((2r,4S)-2-(6-cyclopropylimidazo[1,2-a]pyrimidin-2-yl)-4-hydroxypyrrolidin-1-yl)pyrimidin-4-yl)-2-(4-methylpyrimidin-2-yl)cyclopropane-1-carboxamide C1(CC1)C=1C=NC=2N(C1)C=C(N2)[C@@H]2N(C[C@H](C2)O)C2=CC(=NC=N2)NC(=O)[C@@H]2[C@H](C2)C2=NC=CC(=N2)C |&1:27,28|